dinitromethylpyridineamine [N+](=O)([O-])C([N+](=O)[O-])C=1C(=NC=CC1)N